(7S,8R)-8-Hydroxy-7-((R)-5H-imidazo[5,1-a]isoindol-5-yl)-5,6,7,8-tetrahydrochinolin-3-carbonitril O[C@@H]1[C@@H](CCC=2C=C(C=NC12)C#N)[C@H]1N2C(C3=CC=CC=C13)=CN=C2